COC(=O)C=1N2C3=C(C(=C(C=C3C(C1)=C=O)F)CCOCC)CCC2 8-(2-ethoxyethyl)-9-fluoro-1-carbonyl-6,7-dihydro-1H,5H-pyrido[3,2,1-ij]quinoline-3-carboxylic acid methyl ester